FC(C1=CC(=NN1CC(=O)N1CCNCC1)C1=NC(=NO1)C1(CC1)C1=C(C=CC=C1)C)F 2-(5-(difluoromethyl)-3-(3-(1-(o-tolyl)cyclopropyl)-1,2,4-oxadiazol-5-yl)-1H-pyrazol-1-yl)-1-(piperazin-1-yl)ethan-1-one